4,4'-(Oxydi-2,1-ethandiyl)dimorpholin O(CCN1CCOCC1)CCN1CCOCC1